ClC1=CC=NC2=C(C=C(C=C12)F)F 4-chloro-6,8-difluoro-quinoline